FC(C(=O)O)(F)F.CCCCCC=CC Oct-6-ene trifluoroacetate